(isopropylimino)tris(t-butoxy)tantalum C(C)(C)N=[Ta](OC(C)(C)C)(OC(C)(C)C)OC(C)(C)C